2,4,6-tricarboxy-1,3,5-triazine C(=O)(O)C1=NC(=NC(=N1)C(=O)O)C(=O)O